CC=1NC(=NN1)C=O 5-methyl-4H-1,2,4-triazole-3-carbaldehyde